CN1C(C(=C(C2=CC(=CC=C12)C)N1CCC(CC1)(C=1OC2=C(N1)C=CC(=C2)C)C)C(=O)N)=O 1,6-Dimethyl-4-[4-methyl-4-(6-methyl-1,3-benzooxazol-2-yl)piperidin-1-yl]-2-oxo-1,2-dihydroquinoline-3-carboxamide